CN1C2=C(OC[C@@H](C1=O)NC(C(NCCC1=CC=CC=C1)=O)=O)C=CC(=C2)C#CCNC(OC(C)(C)C)=O tert-butyl (S)-(3-(5-methyl-4-oxo-3-(2-oxo-2-(phenethylamino)acetamido)-2,3,4,5-tetrahydrobenzo[b][1,4]oxazepin-7-yl)prop-2-yn-1-yl)carbamate